C(C)OC1=C(C(=O)NC2=CC(=CC=C2)OCC2(COC2)CC)C=CC=C1 ethoxy-N-(3-((3-ethyloxetan-3-yl)methoxy)phenyl)benzamide